FC1=C(C(=C(C2=CC3=CC4=CC=CC=C4C=C3C=C12)C#N)C1=CC=NN1)CCCCO 4-fluoro-3-(4-hydroxybutyl)-2-(1H-pyrazol-5-yl)-1-naphthacenecarbonitrile